6-bromohexyl 6,6-bis((7,7,8,8,8-pentafluorooctyl)oxy)hexanoate FC(CCCCCCOC(CCCCC(=O)OCCCCCCBr)OCCCCCCC(C(F)(F)F)(F)F)(C(F)(F)F)F